FC1=CN=C2N1C=C(C=C2)C=2C=NN1C2C(N(C[C@@H]1C)C1=CC(=C(C=C1)F)C)=O (7S)-3-(3-fluoroimidazo[1,2-a]pyridin-6-yl)-5-(4-fluoro-3-methylphenyl)-7-methyl-6,7-dihydropyrazolo[1,5-a]pyrazin-4(5H)-one